trans-benzyl 3-((tert-butoxycarbonyl)amino)-4-hydroxypiperidine-1-carboxylate C(C)(C)(C)OC(=O)N[C@@H]1CN(CC[C@H]1O)C(=O)OCC1=CC=CC=C1